ClC1=NC=C(C(=O)NOC)C(=C1)NC1=C(C(=CC=C1)C(F)(F)F)NS(=O)(=O)C 6-chloro-N-methoxy-4-((2-(N-methylsulphonylamino)-3-(trifluoromethyl)phenyl)amino)nicotinamide